((2-Methoxy-6-methylpyridin-3-yl)sulfonyl)-L-proline COC1=NC(=CC=C1S(=O)(=O)N1[C@@H](CCC1)C(=O)O)C